[3-(tert-butoxycarbonylamino) cyclobutyl] methanesulfonate CS(=O)(=O)OC1CC(C1)NC(=O)OC(C)(C)C